N-[3-(triethoxysilyl)propyl]-beta-alanine C(C)O[Si](CCCNCCC(=O)O)(OCC)OCC